C(C)OC=1C=CC(=C(C=O)C1)OC 5-ethoxy-2-methoxybenzaldehyde